yttrium di-hydride [H-].[H-].[Y+2]